FC1=C(C=C(C=C1C)N(C(O)=O)NC(=O)OC(C)(C)C)C N-(4-fluoro-3,5-dimethylphenyl)-N-[(2-methylpropan-2-yl)oxycarbonylamino]Carbamic acid